[4-cyano-1-(2-trimethylsilylethoxy-methyl)imidazole-2-carbonyl]oxypotassium C(#N)C=1N=C(N(C1)COCC[Si](C)(C)C)C(=O)O[K]